trans-tert-butyl 4-((4-(3-(2,6-dioxopiperidin-3-yl)-1-methyl-1H-indazol-6-yl)piperidin-1-yl)methyl)cyclohexane-1-carboxylate O=C1NC(CCC1C1=NN(C2=CC(=CC=C12)C1CCN(CC1)C[C@@H]1CC[C@H](CC1)C(=O)OC(C)(C)C)C)=O